C(=O)(C=C)NCCC1=CNC2=CC=CC=C12 N-acryl-tryptamine